di-tert-butyl ((2R,2'R)-disulfanediylbis(3-(4-methylpiperazin-1-yl)-3-oxopropane-1,2-diyl))di-carbamate S(SC[C@@H](C(N1CCN(CC1)C)=O)NC(OC(C)(C)C)=O)C[C@@H](C(=O)N1CCN(CC1)C)NC(OC(C)(C)C)=O